6-(2-(Methylthio)pyrimidin-5-yl)-5-hexynoic acid methyl ester COC(CCCC#CC=1C=NC(=NC1)SC)=O